FC1=C(C(=O)[O-])C=CC=C1N1CCN(CC1)C.[Li+] lithium(1+) 2-fluoro-3-(4-methylpiperazin-1-yl)benzoate